3-(4-chlorophenyl)-3-fluoro-cyclobutanecarboxamide ClC1=CC=C(C=C1)C1(CC(C1)C(=O)N)F